tert-butyl 1-methyl-6-(trifluoromethyl)-1,2-dihydro-3H-benzo[e]indole-3-carboxylate CC1CN(C=2C=CC3=C(C12)C=CC=C3C(F)(F)F)C(=O)OC(C)(C)C